C[C@H]1[C@H]([C@H](C[C@H](O1)OP(=O)(O)OP(=O)(O)OC[C@@H]2[C@H](C[C@@H](O2)N3C=C(C(=O)NC3=O)C)O)N)O The molecule is a dTDP-sugar having beta-L-daunosamine as the sugar component. It has a role as a bacterial metabolite. It derives from a daunosamine. It is a conjugate acid of a dTDP-beta-L-daunosamine(1-).